NC1=NC2=CC=C(C=C2C=N1)C=1C(=C(C=CC1F)NS(=O)(=O)C1CCC(CC1)O)F (1s,4s)-N-[3-(2-aminoquinazolin-6-yl)-2,4-difluorophenyl]-4-hydroxycyclohexane-1-sulfonamide